C(=O)(O)C1=C(C(=O)C2=CC=C(C=C2)C(=O)O)C=C(C=C1)C(=O)O 2,5,4'-tricarboxybenzophenone